7-hydroxy-[1,2,4]triazolo[1,5-a]pyrimidine-6-carboxylic acid OC1=C(C=NC=2N1N=CN2)C(=O)O